C(C)OC(=O)C1=CN=C(S1)\C=C\C(=O)N1O[C@@H](C(N2[C@@H]1CN(C([C@@H]2CC(C)C)=O)CCC(=O)N)=O)CC(C)C 2-((E)-3-((3R,6S,9aS)-8-(3-amino-3-oxopropyl)-3,6-diisobutyl-4,7-dioxohexahydropyrazino[2,1-c][1,2,4]oxadiazin-1(6H)-yl)-3-oxoprop-1-en-1-yl)thiazole-5-carboxylic acid ethyl ester